ClC1=CC=C(C=C1)NC(=O)C1=NN(C(C=C1C)=O)C1=CC=C(C=C1)OC1=CC=NC2=CC(=C(C=C12)OC)OC N-(4-chlorophenyl)-1-[4-(6,7-dimethoxyquinolin-4-yloxy)phenyl]-4-methyl-6-oxo-1,6-dihydropyridazine-3-carboxamide